6-(difluoromethyl)-5-fluoropicolinaldehyde FC(C1=C(C=CC(=N1)C=O)F)F